tert-butyl 4-(2-(piperidin-4-yl)propan-2-yl)piperazine-1-carboxylate N1CCC(CC1)C(C)(C)N1CCN(CC1)C(=O)OC(C)(C)C